S1C(SCCC1)C=1C=C(N)C=C(C1OCC1=CC=C(C=C1)OC)F 3-(1,3-dithian-2-yl)-5-fluoro-4-(4-methoxyphenylmethoxy)aniline